C1(=CC=CC=C1)CS(=O)(=O)OC1=C(OC(C1=O)([2H])C1=CC(=C(C=C1)Cl)Cl)N 2-amino-5-(3,4-dichlorophenyl)-4-oxo-4,5-dihydrofuran-3-yl-5-d phenylmethanesulfonate